5-methoxy-6-(1H-pyrazol-3-yl)pyrazine-2-carboxylic acid COC=1N=CC(=NC1C1=NNC=C1)C(=O)O